COC1=C(OC2=C(C=C(C=C2)NC(CC2=CC=CC=C2)=O)S(N)(=O)=O)C=CC=C1 N-[4-(2-methoxyphenoxy)-3-sulfamoylphenyl]-2-phenylacetamide